C(CCC)N1C=2C(C=3C=CC=CC13)=CC=1N(C2)C=C(N1)C1=CC=CC=C1 6-butyl-2-phenyl-6H-imidazo[1',2':1,6]Pyrido[3,4-b]Indole